S(=O)(=O)([O-])C1=CC=C(C)C=C1.S(=O)(=O)([O-])C1=CC=C(C)C=C1.C1(=CC=CC=C1)[Bi+2] phenylbismuth ditosylate